FC1(CN(CCC1NC1=NC=CC(=C1)C(=O)N1CC(C2(CC1)NCC1=CC=CC=C1C2)O)C(C)=O)F 1-(3,3-difluoro-4-((4-(3'-hydroxy-2,4-dihydro-1H-spiro[isoquinoline-3,4'-piperidin]-1'-ylcarbonyl)pyridin-2-yl)amino)piperidin-1-yl)ethanone